4-[2-[3-(4-amino-1-tert-butyl-pyrazolo[3,4-d]pyrimidin-3-yl)-5-cyclopropyl-isoxazol-4-yl]pyrimidin-5-yl]butan-1-ol NC1=C2C(=NC=N1)N(N=C2C2=NOC(=C2C2=NC=C(C=N2)CCCCO)C2CC2)C(C)(C)C